2-{4-[(7-{8-methyl-1H,2H,3H-pyrido[2,3-b][1,4]oxazin-7-yl}-5H,6H,7H,8H-pyrido[3,4-d]pyrimidin-2-yl)amino]phenyl}ethan-1-ol CC1=C(C=NC=2OCCNC21)N2CC=1N=C(N=CC1CC2)NC2=CC=C(C=C2)CCO